N-(6-(N,N-bis(2,4-dimethoxybenzyl)sulfamoyl)pyridin-2-yl)-2-(4,4-difluoroazepan-1-yl)quinoline-3-carboxamide COC1=C(CN(S(=O)(=O)C2=CC=CC(=N2)NC(=O)C=2C(=NC3=CC=CC=C3C2)N2CCC(CCC2)(F)F)CC2=C(C=C(C=C2)OC)OC)C=CC(=C1)OC